bis(methyl-cyclopentadienyl)titanium CC1(C=CC=C1)[Ti]C1(C=CC=C1)C